3-(4-cyano-3-fluoro-phenyl)-4-[2-fluoro-4-(2-hydroxy-2-methyl-propyl)phenyl]benzoic acid C(#N)C1=C(C=C(C=C1)C=1C=C(C(=O)O)C=CC1C1=C(C=C(C=C1)CC(C)(C)O)F)F